8-methyl-1-oxospiro[4.5]decan-2-one CC1CCC2(CCC(C2=O)=O)CC1